N-(2-(1-((2-(2,6-dioxopiperidin-3-yl)-4-fluoro-1-oxoisoindoline-5-yl)methyl)piperidine-4-yl)-6-(2-hydroxypropan-2-yl)-2H-indazol-5-yl)-6-(trifluoromethyl)pyridine-2-carboxamide O=C1NC(CCC1N1C(C2=CC=C(C(=C2C1)F)CN1CCC(CC1)N1N=C2C=C(C(=CC2=C1)NC(=O)C1=NC(=CC=C1)C(F)(F)F)C(C)(C)O)=O)=O